4-oxo-4,5,6,7-tetrahydrobenzothiophene-5-carboxylic acid methyl ester COC(=O)C1CCC2=C(C=CS2)C1=O